ClC1=C(C=C(C=C1)C(CS(=O)(=O)N)(C)O)C=1N=NN(N1)CC1=C(C=CC(=C1)OC(F)(F)F)F 2-(4-chloro-3-(2-(2-fluoro-5-(trifluoromethoxy)benzyl)-2H-tetrazol-5-yl)phenyl)-2-hydroxy-propane-1-sulfonamide